(R)-N1-(4-(6-chloro-5-Fluoro-3,3-dimethylindoline-1-yl)-1,3,5-triazin-2-yl)-4-(3-(dimethylamino)pyrrolidin-1-yl)-6-Methoxybenzene-1,3-diamine ClC1=C(C=C2C(CN(C2=C1)C1=NC(=NC=N1)NC1=CC(=C(C=C1OC)N1C[C@@H](CC1)N(C)C)N)(C)C)F